4-amino-7-fluoro-8-(5-fluoropyrimidin-4-yl)-N-propylisoquinoline-3-carboxamide NC1=C(N=CC2=C(C(=CC=C12)F)C1=NC=NC=C1F)C(=O)NCCC